NCCCCCCCNC=1C(=C(C(=O)NC=2N=NC(=CC2)C)C=CC1)C ((7-aminoheptyl)amino)-2-methyl-N-(6-methylpyridazin-3-yl)benzamide